7-bromospiro[chroman-2,1'-cyclohexane]-4-ol BrC1=CC=C2C(CC3(CCCCC3)OC2=C1)O